FC=1C=C2C=3C(=CN(C2=CC1N1CCNCC1)C1CC1)C1=CC(=CC=C1N3)C 2-fluoro-3-piperazin-1-yl-5-cyclopropyl-8-methyl-5H-indolo[3,2-c]quinoline